ClC=1C=C2CCN([C@H](C2=C(C1)Cl)C)C(=O)[C@@H]1OCCN(C1)C=1C2=C(C=NC1)N=C(O2)NCCN2CC(NCC2)=O 4-(2-((7-((R)-2-((S)-6,8-dichloro-1-methyl-1,2,3,4-tetrahydroisoquinoline-2-carbonyl)morpholino)oxazolo[4,5-c]pyridin-2-yl)amino)ethyl)piperazin-2-one